(R)-2,2-difluoro-N-(3-(6-(1-hydroxybutyl)-4-methylpyridin-3-yl)-1,6-naphthyridin-7-yl)cyclopropane-1-carboxamide FC1([C@H](C1)C(=O)NC1=NC=C2C=C(C=NC2=C1)C=1C=NC(=CC1C)C(CCC)O)F